FC1=C(C=C2C=CN(C(C2=C1)=O)CCC[C@H](CC)NC=1C=NNC(C1C(F)(F)F)=O)C1=NC=C(C=N1)C(F)(F)F 7-fluoro-2-[(4S)-4-[[6-oxo-5-(trifluoromethyl)-1H-pyridazin-4-yl]amino]hexyl]-6-[5-(trifluoromethyl)pyrimidin-2-yl]isoquinolin-1-one